BrC=1C=C2CC(N(CC2=C(C1)\C=N\[S@@](=O)C(C)(C)C)CC)=O (S,E)-N-((6-bromo-2-ethyl-3-oxo-1,2,3,4-tetrahydroisoquinolin-8-yl)methylene)-2-methylpropane-2-Sulphinamide